COCC1N2CC(C(CC1)CC2)=O (methoxymethyl)-1-azabicyclo[3.2.2]nonan-6-one